C5-cyclohexane-bis-benzamide C1(CCCC(C1)C1=CC=CC=C1C(=O)N)C1=CC=CC=C1C(=O)N